CC1S(=O)(=O)CC(C1)C 2,4-dimethyl-sulfolane